C[C@H]1CN(C[C@@H](N1)C)C1=NC2=C(C=C(C3=NC=4C=CC=CC4N23)C#N)C=C1 |&1:5| 2-((3S,SR)-3,5-dimethylpiperazin-1-yl)-1,7,11b-triaza-benzo[c]fluorene-6-carbonitrile